4-(2-hydroxypropan-2-yl)benzamide TFA salt OC(=O)C(F)(F)F.OC(C)(C)C1=CC=C(C(=O)N)C=C1